(cis-4-(2-(4-(benzo[b]thiophen-4-yl)piperazin-1-yl)ethyl)-4-fluorocyclohexyl)carbamic acid tert-butyl ester C(C)(C)(C)OC(NC1CCC(CC1)(F)CCN1CCN(CC1)C1=CC=CC=2SC=CC21)=O